(S)-5-(1-(isobutylsulfonyl)piperidin-2-yl)-3-(2-(pyridin-4-yl)ethyl)-1,2,4-oxadiazole C(C(C)C)S(=O)(=O)N1[C@@H](CCCC1)C1=NC(=NO1)CCC1=CC=NC=C1